4-methyl-1H-benzimidazole CC1=CC=CC=2NC=NC21